9H-fluoren-9-ylmethyl 4-[(1-carbamoyl-1-methylethyl)carbamoyl]-4-(2-phenylacetamido)piperidine-1-carboxylate C(N)(=O)C(C)(C)NC(=O)C1(CCN(CC1)C(=O)OCC1C2=CC=CC=C2C=2C=CC=CC12)NC(CC1=CC=CC=C1)=O